FC=1C=C(C=CC1OC)C1=CC(=CC(=N1)N1N=CC=2C(=NC(=CC21)C=2C=NC=CC2OC)C)N2[C@@H]([C@H](C2)CS(=O)(=O)C)C 1-(6-(3-Fluoro-4-methoxyphenyl)-4-((2R,3S)-2-methyl-3-((methylsulfonyl)methyl)azetidin-1-yl)pyridin-2-yl)-6-(4-methoxypyridin-3-yl)-4-methyl-1H-pyrazolo[4,3-c]pyridine